5-(2-methoxythiazol-5-yl)-1H-pyrrolo[2,3-b]pyridine COC=1SC(=CN1)C=1C=C2C(=NC1)NC=C2